C1(=CC(=CC=2CC3=CC=CC(=C3CC12)CC(=O)[O-])CC(=O)[O-])CC(=O)[O-] 9,10-dihydroanthracene-1,3,8-triacetate